cis-4-((4-Ethoxy-5-(8-fluoroimidazo[1,2-a]pyridin-6-yl)-7H-pyrrolo[2,3-d]pyrimidin-2-yl)amino)cyclohexan-1-ol C(C)OC=1C2=C(N=C(N1)N[C@H]1CC[C@H](CC1)O)NC=C2C=2C=C(C=1N(C2)C=CN1)F